Fmoc-chlorine C(=O)(OCC1C2=CC=CC=C2C2=CC=CC=C12)Cl